3-(4-ethoxy-2,3-difluoro-phenyl)-4-[4-[(3S)-1-(3-fluoropropyl)pyrrolidin-3-yl]oxyphenyl]-2H-thiochromen-7-ol C(C)OC1=C(C(=C(C=C1)C=1CSC2=CC(=CC=C2C1C1=CC=C(C=C1)O[C@@H]1CN(CC1)CCCF)O)F)F